3-fluoro-4-nitro-N-(4-(trifluoromethyl)pyridin-2-yl)benzamide FC=1C=C(C(=O)NC2=NC=CC(=C2)C(F)(F)F)C=CC1[N+](=O)[O-]